[NH4+].[Mo+4] molybdenum ammonium salt